6-hydroxy-3-methyl-2H-pyran-2-one OC1=CC=C(C(O1)=O)C